chlorochromone C1=CC=C2C(=C1)C(=O)C=C(O2)Cl